(1aR,5aR)-2-(2,4-Difluoro-phenyl)-1a,2,5,5a-tetrahydro-1H-2,3-diaza-cyclopropa[a]pentalene-4-carboxylic acid (2-thiomorpholin-4-yl-ethyl)-amide N1(CCSCC1)CCNC(=O)C=1C=2C[C@@H]3[C@H](C2N(N1)C1=C(C=C(C=C1)F)F)C3